tert-butyl 2-((((9H-fluoren-9-yl)methoxy)carbonyl)amino)-6-(4-(4-isobutylphenyl)butanamido)-hexanoate C1=CC=CC=2C3=CC=CC=C3C(C12)COC(=O)NC(C(=O)OC(C)(C)C)CCCCNC(CCCC1=CC=C(C=C1)CC(C)C)=O